COC1=C(OC=2C(=CC(=NC2C(F)(F)F)C(=O)O)C(F)(F)F)C=CC(=C1)OC 5-(2,4-dimethoxyphenoxy)-4,6-bis(trifluoromethyl)picolinic acid